(5-(3-(hydroxymethyl)azetidin-1-yl)-1-oxoisoindolin-2-yl)piperidine-2,6-dione OCC1CN(C1)C=1C=C2CN(C(C2=CC1)=O)N1C(CCCC1=O)=O